2,2,7-trifluoro-4-(4-methoxybenzyl)-6-(2,3,5,6-tetrafluoro-4-methoxyphenyl)-2H-benzo[b][1,4]oxazin-3(4H)-one FC1(C(N(C2=C(O1)C=C(C(=C2)C2=C(C(=C(C(=C2F)F)OC)F)F)F)CC2=CC=C(C=C2)OC)=O)F